(Z)-3-hexenyl-formate C(C\C=C/CC)C(=O)[O-]